C(=O)(OC(C)(C)C)N[C@@H](CCO)C (3R)-3-(Boc-amino)-1-butanol